FC=1C=C2C(=CNC(C2=CC1F)=O)[C@@H](C)N(C(=O)NC1=CC=C(C=C1)F)CC(C)C (R)-1-(1-(6,7-difluoro-1-oxo-1,2-dihydroisoquinolin-4-yl)ethyl)-3-(4-fluorophenyl)-1-isobutylurea